ClC1=C(C=C(C=C1)[N+](=O)[O-])NC(C1=CC(=CC(=C1)F)F)=O N-(2-chloro-5-nitrophenyl)-3,5-difluorobenzamide